4-(2-(3,4-Dimethoxyphenyl)-3-ethyl-1H-indol-5-yl)piperidine-1-carboxylic acid tert-butyl ester C(C)(C)(C)OC(=O)N1CCC(CC1)C=1C=C2C(=C(NC2=CC1)C1=CC(=C(C=C1)OC)OC)CC